3-((tert-butyldimethylsilyl)oxy)cyclobutan-1-one [Si](C)(C)(C(C)(C)C)OC1CC(C1)=O